ClCC(=O)NCCCC(=O)NC1=NN(CC1C)C1=CC(=C(C=C1)Cl)Cl 4-(2-chloroacetamido)-N-(1-(3,4-dichlorophenyl)-4-methyl-4,5-dihydro-1H-pyrazol-3-yl)butanamide